(S)-5-(1-(1,1-difluoropropan-2-yl)-1H-benzo[d][1,2,3]triazol-6-yl)-6-fluoro-4-methoxy-N-(2-oxaspiro[3.5]nonan-7-yl)pyrrolo[2,1-f][1,2,4]triazin-2-amine FC([C@H](C)N1N=NC2=C1C=C(C=C2)C=2C(=CN1N=C(N=C(C12)OC)NC1CCC2(COC2)CC1)F)F